Cl.COC(CC1NC(CC1)C)=O 2-(5-methylpyrrolidin-2-yl)acetic acid methyl ester hydrochloride